3-(4-(bromomethyl)-3-fluorophenyl)piperidine-2,6-dione BrCC1=C(C=C(C=C1)C1C(NC(CC1)=O)=O)F